COC(=O)C=1C(=C(C=CC1)N1CC(C1)OC1=CC=C(C=C1)NC(=O)NC=1C=NC=CC1)C1=CC=CC=C1 6-(3-(4-(3-(pyridin-3-yl)ureido)phenoxy)azetidin-1-yl)-[1,1'-biphenyl]-2-carboxylic acid methyl ester